OC(C(=O)[O-])CO 2,3-dihydroxypropanoate